3-[2-[[4-[2-[(2,6-dimethylpyrimidin-4-yl)amino]pyrazolo[1,5-a]pyridin-5-yl]-6-methyl-3-pyridyl]oxy]ethyl]oxetane-3-carbonitrile CC1=NC(=CC(=N1)NC1=NN2C(C=C(C=C2)C2=C(C=NC(=C2)C)OCCC2(COC2)C#N)=C1)C